[N+](=O)([O-])C1=C(C(C(=O)O)O)C=CC=C1 o-nitromandelic acid